[2-[4-fluoro-2-(trifluoromethyl)phenyl]sulfonyl-2,6-diazaspiro[3.3]heptan-6-yl]-[(3R)-3-(tetrazol-1-yl)pyrrolidin-1-yl]methanone FC1=CC(=C(C=C1)S(=O)(=O)N1CC2(C1)CN(C2)C(=O)N2C[C@@H](CC2)N2N=NN=C2)C(F)(F)F